2-(6-Chloro-4-(((1-cyclopropylethyl)amino)methyl)pyridin-2-yl)-6-(3-((4-methyl-4H-1,2,4-triazol-3-yl)methyl)oxetan-3-yl)isoindolin-1-one ClC1=CC(=CC(=N1)N1C(C2=CC(=CC=C2C1)C1(COC1)CC1=NN=CN1C)=O)CNC(C)C1CC1